CO[C@@H]1C[C@@H]2N(C([C@H](CC1)NC([C@H](C)NC)=O)=O)[C@@H](CC2)C2=NC1=C(N2)C(=CC=C1)C1=CC=CC=C1 (S)-N-((3S,6S,9S,10aR)-9-methoxy-5-oxo-3-(7-phenyl-1H-benzo[d]imidazol-2-yl)decahydropyrrolo[1,2-a]azocin-6-yl)-2-(methylamino)propanamide